C(N)(OCC(NC1CCC(CC1)NC(=O)OCC1=CC=CC=C1)C(C)(C)C)=O (tert-butyl 2-(((1r,4r)-4-(((benzyloxy) carbonyl) amino) cyclohexyl) amino) ethyl) carbamate